1-cyclobutyl-pseudouridine triphosphate P(O)(=O)(OP(=O)(O)OP(=O)(O)O)OC[C@@H]1[C@H]([C@H]([C@@H](O1)C1=CN(C(=O)NC1=O)C1CCC1)O)O